(R)-6-((3,3-dimethylazetidin-1-yl)methyl)-2-(3-(3-(fluoro(4-methyl-4H-1,2,4-triazol-3-yl)methyl)oxetan-3-yl)phenyl)-4-(trifluoromethyl)isoindolin-1-one CC1(CN(C1)CC1=CC(=C2CN(C(C2=C1)=O)C1=CC(=CC=C1)C1(COC1)[C@H](C1=NN=CN1C)F)C(F)(F)F)C